C(=O)C1=C(OCC2=NC=C(C(=O)OC)C=C2)C=CC=C1 methyl 6-((2-formylphenoxy)methyl)nicotinate